C(C)OC(=O)C1=CC=C(C=C1)N(C=NC1=CC=C(C=C1)C(=O)OCC)CC1=CC=CC=C1 N,N'-bis(4-ethoxyformylphenyl)-N-benzyl-formamidine